C(C)(C)(C)OC(=O)N1C=CC2=CC(=CC(=C12)C)OC 1-(tert-butoxycarbonyl)-5-methoxy-7-methyl-1H-indole